4-((2R)-10-(2,4-difluorophenyl)-2-((dimethylamino)methyl)-5-oxo-9-(trifluoromethyl)-2,3-dihydro-5H-[1,4]thiazino[2,3,4-ij]quinazolin-7-yl)-3-methylpiperazine-1-carboxylate FC1=C(C=CC(=C1)F)C1=C(C=C2C(=NC(N3C2=C1S[C@@H](C3)CN(C)C)=O)N3C(CN(CC3)C(=O)[O-])C)C(F)(F)F